C(C)(C)(C)OC(NC1=C(N=CS1)Br)=O (4-bromothiazol-5-yl)carbamic acid tert-butyl ester